C[C@H]1N(CCC1)C1=CN=CC(=N1)CO [6-[(2R)-2-methylpyrrolidin-1-yl]pyrazin-2-yl]methanol